FC(C1=CC=CC(=N1)C1=C(C2CCC1O2)C(=O)OC)(F)F methyl 3-(6-(trifluoromethyl)pyridin-2-yl)-7-oxabicyclo[2.2.1]hept-2-ene-2-carboxylate